5-(2-cyclopropyl-6-((tetrahydro-2H-pyran-4-yl)methoxy)isonicotinoyl)-3a-methoxyhexahydropyrrolo[3,4-c]pyrrole-2(1H)-carboxylate C1(CC1)C=1C=C(C(=O)N2CC3C(C2)(CN(C3)C(=O)[O-])OC)C=C(N1)OCC1CCOCC1